5-(6-(azetidin-3-ylmethyl)-3,6-diazabicyclo[3.1.1]heptan-3-yl)-2-(2,6-dioxopiperidin-3-yl)isoindoline-1,3-dione N1CC(C1)CN1C2CN(CC1C2)C=2C=C1C(N(C(C1=CC2)=O)C2C(NC(CC2)=O)=O)=O